FC1=C(C=C(C=C1)C)C1=CC(=CC=C1)C[C@@H]1C=2C(N(C=NC2CC[C@@H]1NS(=O)(=O)CC)C(C)C)=O |r| rac-N-[(5R,6S)-5-[(2'-fluoro-5'-methyl[1,1'-biphenyl]-3-yl)methyl]-4-oxo-3-(propan-2-yl)-3,4,5,6,7,8-hexahydroquinazolin-6-yl]ethanesulfonamide